ClC=1C=C2C(=NC(=NC2=C(C1C1=CC(=CC2=CC=CC=C12)O)F)NC1CCOCC1)N1CCN(CC1)C(C=C)=O 1-(4-(6-chloro-8-fluoro-7-(3-hydroxy-naphthalen-1-yl)-2-(tetrahydro-2H-pyran-4-ylamino)quinazolin-4-yl)piperazin-1-yl)prop-2-en-1-one